FC=1C(=C(C=CC1F)[C@H]1[C@@H](O[C@]([C@H]1C)(C(F)(F)F)C)C(=O)NC=1C=NC(=CC1)[C@@H](COC)O)OC (2R,3S,4S,5R)-3-(3,4-difluoro-2-methoxyphenyl)-N-(6-((S)-1-hydroxy-2-methoxyethyl)pyridin-3-yl)-4,5-dimethyl-5-(trifluoromethyl)tetrahydrofuran-2-carboxamide